FC(COCC1CN2C(O1)=CC(=N2)C(=O)O)(F)F 2-((2,2,2-Trifluoroethoxy)methyl)-2,3-dihydropyrazolo[5,1-b]oxazole-6-carboxylic acid